tert-butyl 4-(7-(difluoromethyl)-[1,2,4]triazolo[1,5-a]pyridin-6-yl)piperidine-1-carboxylate FC(C1=CC=2N(C=C1C1CCN(CC1)C(=O)OC(C)(C)C)N=CN2)F